chloro-3-anilinopropionitrile-13C ClC([13C]#N)CNC1=CC=CC=C1